[8-(1-heptyloctoxy)-7,7-dimethyl-8-oxo-octyl] (2S,4S)-1-(5,5-dimethyl-6-oxo-6-undecoxy-hexyl)-4-hydroxy-pyrrolidine-2-carboxylate CC(CCCCN1[C@@H](C[C@@H](C1)O)C(=O)OCCCCCCC(C(=O)OC(CCCCCCC)CCCCCCC)(C)C)(C(OCCCCCCCCCCC)=O)C